C1N(CCC2=CC=CC=C12)CC1=CC(C(=CO1)OC1CC2(C1)CN(CC2)C(=O)OC(C)(C)C)=O tert-Butyl 2-((6-((3,4-dihydroisoquinolin-2(1H)-yl)methyl)-4-oxo-4H-pyran-3-yl)oxy)-6-azaspiro[3.4]octane-6-carboxylate